N-(6-chloropyridin-3-yl)-6-((5-methylisoxazol-4-yl)methoxy)isoquinolin-1-amine ClC1=CC=C(C=N1)NC1=NC=CC2=CC(=CC=C12)OCC=1C=NOC1C